FC(C(F)(F)F)(O[Si](OC(C(F)(F)F)(F)F)(OC(C(F)(F)F)(F)F)C(C(F)(F)F)(F)F)C(C(C(C(C(C(C(C(F)(F)F)(F)F)(F)F)(F)F)(F)F)(F)F)(F)F)(F)F perfluorooctyl-ethyltriethoxysilane